ClC1=C(CC=2C=C(C=C(C=O)C2)C=O)C=CC=C1 5-(2-chlorobenzyl)isophthalaldehyde